2-isobutyrylcyclohexanone C(C(C)C)(=O)C1C(CCCC1)=O